C(C)(C)(C)OC(=O)N1CCC2(CC1)CC(C(C(C2)=O)C2=C(C=C(C=C2OC)Br)Cl)=O 9-(4-bromo-2-chloro-6-methoxy-phenyl)-8,10-dioxo-3-azaspiro[5.5]undecane-3-carboxylic acid tert-butyl ester